C(=O)C1=C(OC=C1)C(=O)O 3-FORMYL-2-FUROIC ACID